FC(C1=C(C=CC(=C1)C(F)(F)F)C1CCC2=C(N(C1=O)CC#CC=1C=NN(C1)C1COC1)C=CC(=C2)F)(F)F 3-(2,4-Bis(trifluoromethyl)phenyl)-7-fluoro-1-(3-(1-(oxetan-3-yl)-1H-pyrazol-4-yl)prop-2-ynyl)-4,5-dihydro-1H-benzo[b]azepine-2(3H)-one